5-acetoxybenzoxazol C(C)(=O)OC=1C=CC2=C(N=CO2)C1